CN1CCN(CC1)C1CCN(CC1)C=1C=C(C=2N(C1)N=CC2)OC2CCOCC2 6-(4-(4-methylpiperazin-1-yl)piperidin-1-yl)-4-((tetrahydro-2H-pyran-4-yl)oxy)pyrazolo[1,5-a]pyridine